(2R,3R)-5,7-dihydroxy-4-oxo-2-(3,4,5-trihydroxyphenyl)chroman-3-yl (3-(dimethylamino)propyl) hydrogen phosphate P(=O)(O[C@@H]1[C@H](OC2=CC(=CC(=C2C1=O)O)O)C1=CC(=C(C(=C1)O)O)O)(OCCCN(C)C)O